tert-butyl (4-(((2-amino-5-fluorophenyl)amino)methyl)benzyl)carbamate NC1=C(C=C(C=C1)F)NCC1=CC=C(CNC(OC(C)(C)C)=O)C=C1